2,4-dimethoxy-N-(4-methoxy-6-((4-(methylsulfonamidomethyl)-1H-pyrazol-1-yl)methyl)benzo[d]isoxazol-3-yl)benzenesulfonamide COC1=C(C=CC(=C1)OC)S(=O)(=O)NC1=NOC2=C1C(=CC(=C2)CN2N=CC(=C2)CNS(=O)(=O)C)OC